3',6'-di(azetidin-1-yl)-6-((2-(2-((6-chlorohexyl)oxy)ethoxy)ethoxy)methyl)-2-diazospiro[indene-1,9'-xanthen]-3(2H)-one N1(CCC1)C=1C=CC=2C3(C4=CC=C(C=C4OC2C1)N1CCC1)C(C(C1=CC=C(C=C13)COCCOCCOCCCCCCCl)=O)=[N+]=[N-]